CC=1C=C(COC2CC3C(CN(C3)C(=O)N3N=C(C=C3)C(=O)O)C2)C=CC1C(F)(F)F 1-(trans-5-((3-methyl-4-(trifluoromethyl)benzyl)oxy)octa-hydrocyclopenta[c]pyrrole-2-carbonyl)-1H-pyrazole-3-carboxylic acid